di-tert-butyl 1-{1-[(4-methoxyphenyl)methyl]-1H-pyrazol-5-yl}hydrazine-1,2-dicarboxylate COC1=CC=C(C=C1)CN1N=CC=C1N(NC(=O)OC(C)(C)C)C(=O)OC(C)(C)C